C(C)OC(=O)C=1C(=NC(=NC1)NC1=C(C=CC=C1)Cl)NCCCNC(N)=S 3-(3-(5-(ethoxycarbonyl)-2-(2-chloroanilino)pyrimidin-4-yl-amino)propyl)thiourea